COC1CCN(CC1)C1=NC=CC(=N1)NC=1C=C2C=NNC2=CC1 N-(2-(4-methoxypiperidin-1-yl)pyrimidin-4-yl)-1H-indazol-5-amine